NC1=NN2C(N=CC=C2)=C1C(=O)N[C@@H](C)C=1N(C(C2=C(C=CC=C2C1)C#CC1=C2N(N=C1)CCC2)=O)C2=CC=CC=C2 (S)-2-amino-N-(1-(8-((5,6-dihydro-4H-pyrrolo[1,2-b]pyrazol-3-yl)ethynyl)-1-oxo-2-phenyl-1,2-dihydroisoquinolin-3-yl)ethyl)pyrazolo[1,5-a]pyrimidine-3-carboxamide